CC1=CC=C(CC=2NC3=C(C=CC=C3C2)C=2N=NN(C2)C=2C=CC=C3C=CC(OC23)=O)C=C1 8-(4-(2-(4-methylbenzyl)-1H-indol-7-yl)-1H-1,2,3-triazol-1-yl)-2H-chromen-2-one